N-(3-(1,1-difluoropropyl)phenyl)-3-methyl-5-oxo-1-(1-(phenylsulfonyl)-1H-pyrrolo[3,2-c]pyridin-6-yl)-4,5-dihydro-1H-pyrazole-4-carboxamide FC(CC)(F)C=1C=C(C=CC1)NC(=O)C1C(=NN(C1=O)C1=CC2=C(C=N1)C=CN2S(=O)(=O)C2=CC=CC=C2)C